C(C)OC(CC(C=1N(C=C(N1)CCCCC1=NC=2NCCCC2C=C1)C)C1=CC(=C(C=C1)OC)F)=O 3-(3-fluoro-4-methoxyphenyl)-3-(1-methyl-4-(4-(5,6,7,8-tetrahydro-1,8-naphthyridin-2-yl)butyl)-1H-imidazol-2-yl)propionic acid ethyl ester